OC1=NC(=CC(=C1CN1C=NC(=C(C1=O)OC=1C(=C(C#N)C=C(C1)C)C)C(C(F)F)(F)F)C)C 3-((1-((2-hydroxy-4,6-dimethylpyridin-3-yl)methyl)-6-oxo-4-(1,1,2,2-tetrafluoroethyl)-1,6-dihydropyrimidin-5-yl)oxy)-2,5-dimethylbenzonitrile